Tert-butyl (S)-2-formylazetidine-1-carboxylate C(=O)[C@H]1N(CC1)C(=O)OC(C)(C)C